7-(pyridin-3-ylmethoxy)-3,4-dihydro-isoquinoline-2(1H)-carboxylic acid tert-butyl ester C(C)(C)(C)OC(=O)N1CC2=CC(=CC=C2CC1)OCC=1C=NC=CC1